2,2-bis(4-(3-maleimidophenoxy)phenyl)butane C1(C=CC(N1C=1C=C(OC2=CC=C(C=C2)C(C)(CC)C2=CC=C(C=C2)OC2=CC(=CC=C2)N2C(C=CC2=O)=O)C=CC1)=O)=O